Cl.FC(C1(COCC1)N)F 3-(difluoromethyl)tetrahydrofuran-3-amine hydrochloride